C(C)(C)(C)[Si](OCCC\C=C\B1OC(C(O1)(C)C)(C)C)(C)C tert-butyl-dimethyl-[(E)-5-(4,4,5,5-tetramethyl-1,3,2-dioxaborolan-2-yl)pent-4-enoxy]silane